3-(6-(6-(Difluoromethyl)-2-azaspiro[3.3]heptan-2-yl)pyridin-3-yl)-N-(3-fluoro-4-(5-fluoro-1-((2-(trimethylsilyl)ethoxy)methyl)-1H-pyrazol-4-yl)phenyl)-1-methyl-1H-1,2,4-triazol-5-amine FC(C1CC2(CN(C2)C2=CC=C(C=N2)C2=NN(C(=N2)NC2=CC(=C(C=C2)C=2C=NN(C2F)COCC[Si](C)(C)C)F)C)C1)F